ClC1=C(C=C(C=C1)C1OC(C(C(C1O)O)O)SC)CC1=CC=C(C=C1)O 2-[4-chloro-3-[(4-hydroxyphenyl)methyl]phenyl]-6-methylsulfanyl-tetrahydropyran-3,4,5-triol